C(C)OC(NC1=C(C=C(C=C1)N(CC1=CC=C(C=C1)SC)C)Cl)=O {2-Chloro-4-[methyl-(4-methylsulfanyl-benzyl)-amino]-phenyl}-carbamic acid ethyl ester